CC1=NN(C(=C1)C)C=1C=C(C=CC1)[C@H](CC(=O)OC)CN1CCC2(CC1)CCN(CC2)CC2=NC=1NCCCC1C=C2 methyl (S)-3-(3-(3,5-dimethyl-1H-pyrazol-1-yl)phenyl)-4-(9-((5,6,7,8-tetrahydro-1,8-naphthyridin-2-yl)methyl)-3,9-diazaspiro[5.5]undec-3-yl)butanoate